N-(2-(4-fluoro-5-methoxy-1-((2-(trimethylsilyl)ethoxy)methyl)-1H-indazol-3-yl)ethyl)-N-methylpropan-2-amine FC1=C2C(=NN(C2=CC=C1OC)COCC[Si](C)(C)C)CCN(C(C)C)C